2-(2-naphthyl)-1-indenone C1=C(C=CC2=CC=CC=C12)C=1C(C2=CC=CC=C2C1)=O